C(C)(C)N(C1CC2=CC=C(C=C2CC1)C1=NNC(=C1C(C)C)C=1C=C(C=2N(C1)N=CN2)C)C N-isopropyl-6-(4-isopropyl-5-(8-methyl-[1,2,4]triazolo[1,5-a]pyridin-6-yl)-1H-pyrazol-3-yl)-N-methyl-1,2,3,4-tetrahydronaphthalen-2-amine